ethyldispiro[[1,3]dioxolane-2,1'-cyclohexane-4',1''-indene] C(C)C=1C2(C3=CC=CC=C3C1)CCC1(CC2)OCCO1